1-(4-methylthiophen-3-yl)cyclopropanal CC=1C(=CSC1)C1(CC1)C=O